(R)-N-(1-(7-Methoxyquinolin-5-yl)cyclopropyl)-2-methyl-5-(2-(methylamino)propoxy)benzamide COC1=CC(=C2C=CC=NC2=C1)C1(CC1)NC(C1=C(C=CC(=C1)OC[C@@H](C)NC)C)=O